CP(ON1N=CC(=C1)C=1C2=C(C(=NC1)C1=C(C=C(C(=C1)C(CC)=O)N)F)C(=NO2)N)([O-])=O (4-(3-amino-4-(4-amino-2-fluoro-5-propionylphenyl) isoxazolo[4,5-c]pyridin-7-yl)-1H-pyrazol-1-yl) methylphosphonate